ClC=1C(=CC(=C(C(=O)NC=2C=NC=[N+](C2)[O-])C1)F)C(F)(F)F 5-(5-Chloro-2-fluoro-4-(trifluoromethyl)benzamido)pyrimidine 1-oxide